FC=1C(NC(N(C1)[C@H]1C[C@@H]2OP(OC[C@H]2O1)(=O)OCCC1=CC=C(C=C1)F)=O)=O 5-Fluoro-1-((4aR,6R,7aS)-2-(4-fluorophenethoxy)-2-oxidotetrahydro-4H-furo[3,2-d][1,3,2]dioxaphosphinin-6-yl)pyrimidine-2,4(1H,3H)-dione